C(C)OC(CC(C=1C=C2CCCC2=C(C1)CN1S(C2=C(OC3(C1)CCC3)N=CC=C2)(=O)=O)C2=C(C3=C(N(N=N3)C)C=C2)C)=O 3-(1,4-Dimethyl-1H-benzotriazol-5-yl)-3-{7-[(1',1'-dioxospiro[cyclobutane-1,4'-pyrido[2,3-b][1,4,5]oxathiazepin]-2'(3'H)-yl)methyl]-2,3-dihydro-1H-inden-5-yl}propanoic acid ethyl ester